4-(6-(4-((6-methoxypyridin-3-yl)methyl)piperazin-1-yl)pyridin-3-yl)-6-(1-methyl-1H-pyrazol-4-yl)pyrazolo[1,5-a]pyridine-3-carboxamide COC1=CC=C(C=N1)CN1CCN(CC1)C1=CC=C(C=N1)C=1C=2N(C=C(C1)C=1C=NN(C1)C)N=CC2C(=O)N